1-(1-(1-(4-(2,6-dioxopiperidin-3-yl)-2-fluorophenyl)pyrrolidin-3-yl)piperidin-4-yl)-3-methoxybenzamide O=C1NC(CCC1C1=CC(=C(C=C1)N1CC(CC1)N1CCC(CC1)C1(C(=O)N)CC(=CC=C1)OC)F)=O